2-(2-isopropylphenyl)-9-(4-(pyrazin-2-yl)benzyl)-7,9-dihydro-8H-purin-8-one C(C)(C)C1=C(C=CC=C1)C1=NC=C2NC(N(C2=N1)CC1=CC=C(C=C1)C1=NC=CN=C1)=O